2,5-dimethyl-3-ethyl-4-ethoxyphenol CC1=C(C=C(C(=C1CC)OCC)C)O